C(C)(C)[C@H]1[C@H](C[C@@H](CC1)C)C(=O)OCC1(N=N1)COC(=O)[C@H]1[C@@H](CC[C@H](C1)C)C(C)C (3-((((1R,2S,5R)-2-isopropyl-5-methylcyclohexane-1-carbonyl)oxy)methyl)-3H-diazirin-3-yl)methyl (1S,2S,5R)-2-isopropyl-5-methylcyclohexane-1-carboxylate